[2-(4-chloro-3-trifluoromethoxy-phenylamino)-5-methyl-pyrimidin-4-ylamino]-3H-benzooxazol-2-one ClC1=C(C=C(C=C1)NC1=NC=C(C(=N1)NN1C(OC2=C1C=CC=C2)=O)C)OC(F)(F)F